(3R)-3-tert-Butoxycarbonylamino-4-(2,4,5-trifluorophenyl)-butanoic acid C(C)(C)(C)OC(=O)N[C@@H](CC(=O)O)CC1=C(C=C(C(=C1)F)F)F